1-ethyl-2,3-dimethylimidazolium tetrafluoroborate F[B-](F)(F)F.C(C)N1C(=[N+](C=C1)C)C